4-isopropyl-4-methyl-5-oxo-2-imidazoline C(C)(C)C1(N=CNC1=O)C